4-((2R,4R)-1-((5-methoxy-7-methyl-1H-indol-4-yl)methyl)-4-(3-(trifluoromethyl)azetidin-1-yl)piperidin-2-yl)benzoic acid COC=1C(=C2C=CNC2=C(C1)C)CN1[C@H](C[C@@H](CC1)N1CC(C1)C(F)(F)F)C1=CC=C(C(=O)O)C=C1